CN(SC=1SC2=C(N1)C=CC=C2)CCC(C)C N-methyl-N-isoamylbenzothiazole-2-Sulfenamide